6-[3-amino-5-(hydroxymethyl)phenyl]-4-[[(1R,3S)-3-amino-2,2,3-trimethyl-cyclopentyl]amino]-N'-[4-[tert-butyl(dimethyl)silyl]oxy-2-ethyl-phenyl]pyrrolo[1,2-b]pyridazine-3-carboxamidine NC=1C=C(C=C(C1)CO)C=1C=C2N(N=CC(=C2N[C@H]2C([C@@](CC2)(C)N)(C)C)C(=NC2=C(C=C(C=C2)O[Si](C)(C)C(C)(C)C)CC)N)C1